N=1ON=C2C1C=CC(=C2)COC2=C(CNCCS(=O)(=O)O)C=C(C(=C2)OCC=2C(=C(C=CC2)C2=CC=CC=C2)Br)[N+](=O)[O-] 2-((2-(benzo[c][1,2,5]oxadiazol-5-ylmethoxy)-4-((2-bromo-[1,1'-biphenyl]-3-yl)methoxy)-5-nitrobenzyl)amino)ethane-1-sulfonic acid